1-p-cyanophenethyl-2-trifluoromethyl-pyridine bromide [Br-].C(#N)C1=CC=C(CCN2C(C=CC=C2)C(F)(F)F)C=C1